(9Z,11E)-hexadecadienoic acid C(C=CC=CCCCCCCCCCCC)(=O)O